OC=1C=CC(=C(C1)C1=C2C(=NC(=C1C#N)N1CC3(CN(C3)C(C=C)=O)CC1)CC(OC2)(C)C)C (P)-4-(5-hydroxy-2-methylphenyl)-7,7-dimethyl-2-(2-(2-propenoyl)-2,6-diazaspiro[3.4]octan-6-yl)-7,8-dihydro-5H-pyrano[4,3-b]pyridine-3-carbonitrile